ClC=1C=C2C(=NNC2=CC1)[C@@H]1[C@H](C1)C(=O)N |r| Rac-(1S*,2S*)-2-(5-chloro-1H-indazol-3-yl)cyclopropane-1-carboxamide